methyl N-[[5-[1-(4-ethoxy-2,6-difluorophenyl)-1H-pyrazol-3-yl]-2-methyl-phenyl]methyl]carbamate C(C)OC1=CC(=C(C(=C1)F)N1N=C(C=C1)C=1C=CC(=C(C1)CNC(OC)=O)C)F